(2S,4S)-1-[(tert-butoxy)carbonyl]-4-methanesulfonamidopyrrolidine-2-carboxylic acid C(C)(C)(C)OC(=O)N1[C@@H](C[C@@H](C1)NS(=O)(=O)C)C(=O)O